2-methyl-2,6-diazaspiro[3.3]heptane oxalate C(C(=O)O)(=O)O.CN1CC2(C1)CNC2